7-(1-(piperidin-4-ylmethyl)piperidin-4-yl)-1,2,3,4-tetrahydro-1,8-naphthyridine N1CCC(CC1)CN1CCC(CC1)C1=CC=C2CCCNC2=N1